C(C)(C)(C)OC(=O)N1CC(OCC1)(C(=O)O)C 4-(tert-butoxycarbonyl)-2-methylmorpholine-2-carboxylic acid